nonyl 8-((4-((4,4-bis(((Z)-oct-5-en-1-yl)oxy)butanoyl)oxy)butyl)(4-hydroxybutyl)amino)octanoate C(CCC\C=C/CC)OC(CCC(=O)OCCCCN(CCCCCCCC(=O)OCCCCCCCCC)CCCCO)OCCCC\C=C/CC